N-tertiary butyl-benzylamine C(C)(C)(C)NCC1=CC=CC=C1